C1=CC=C(C(=C1)C(=O)NCC(=O)[O-])I The molecule is a carboxylic acid anion resulting from the deprotonation of the carboxy group of 2-iodohippuric acid. It is a conjugate base of a 2-iodohippuric acid.